7-(trifluoromethyl)-1H-benzo[d]imidazole-5-carboxamide FC(C1=CC(=CC2=C1NC=N2)C(=O)N)(F)F